(3-(phenanthren-4-yl)phenyl)boronic acid C1=CC=C(C=2C3=CC=CC=C3C=CC12)C=1C=C(C=CC1)B(O)O